2,5-dimethyl-thiophenol CC1=C(C=C(C=C1)C)S